C(C)(C)(C)OOC1=CC(=C(C=C1C(C)C)C(C)C)OOC(C)(C)C 1,3-bis-tert-butylperoxydiisopropylbenzene